COC1=C(C=CC=C1)C(CN1C(N(C(C2=C1SC(=C2C)C=2OC=CN2)=O)C(C(=O)O)(C)C)=O)OC2CCOCC2 2-[1-[2-(2-methoxyphenyl)-2-(oxacyclohex-4-yloxy)ethyl]-5-methyl-6-(1,3-oxazol-2-yl)-2,4-dioxo-1H,2H,3H,4H-thieno[2,3-d]pyrimidin-3-yl]-2-methylpropionic acid